COC(C(=O)OCCCCCCCC)=CC1=CC=CC=C1 methoxycinnamic acid, octyl ester